CN1C(N(C2=NC(=NC=C12)S(=O)(=O)C)[C@@H]1C[C@H](C1)C#N)=O Trans-3-(7-methyl-2-(methylsulfonyl)-8-oxo-7,8-dihydro-9H-purin-9-yl)cyclobutane-1-carbonitrile